C1(CC1)C1=C(C(=C2C(=N1)CCC2)NC(=O)N=[S@@](=O)(N)C2=NN(C=C2F)CC)C (S)-N'-((2-cyclopropyl-3-methyl-6,7-dihydro-5H-cyclopenta[b]pyridin-4-yl)carbamoyl)-1-ethyl-4-fluoro-1H-pyrazole-3-sulfonimidamide